NC1=NN2C(C=C(C=C2)NC(=O)[C@@H]2O[C@]([C@H]([C@H]2C2=C(C(=C(C=C2)F)F)OC)C)(C(F)(F)F)C)=N1 (2R,3S,4S,5R)-N-(2-amino-[1,2,4]triazolo[1,5-a]pyridin-7-yl)-3-(3,4-difluoro-2-Methoxyphenyl)-4,5-dimethyl-5-(trifluoromethyl)tetrahydrofuran-2-carboxamide